FC1=CC=C(OC2(CC2)C(=O)NC2=CC=C(C=C2)C2=CC=C(C=C2)C(=O)N2CCOCC2)C=C1 1-(4-fluorophenoxy)-N-(4'-(morpholine-4-carbonyl)-[1,1'-biphenyl]-4-yl)cyclopropane-1-carboxamide